ethyl 2-((R)-2-(((1R,4R)-4-((5'-chloro-6-(((4-cyanotetrahydro-2H-pyran-4-yl)methyl)amino)-[2,4-bipyridin]-2'-yl)amino)cyclohexyl)amino)propoxy)acetate ClC=1C(=CC(=NC1)NC1CCC(CC1)N[C@@H](COCC(=O)OCC)C)C1=NC(=CC=C1)NCC1(CCOCC1)C#N